S1N(NC=C1)S.[Li] lithium thiadiazole-2-thiol